6-bromo-N-(3-chloropyridin-2-yl)-8,9-dihydroimidazo[1',2':1,6]pyrido[2,3-d]pyrimidin-2-amine BrC1=CC2=C(N=C(N=C2)NC2=NC=CC=C2Cl)N2C1=NCC2